ClCC(=O)N1C2=C(OC(C1)C(=O)OCC)C=CC=C2 ethyl 4-(2-chloroacetyl)-3,4-dihydro-2H-benzo[b][1,4]oxazine-2-carboxylate